7-chloro-N-{3-[2-(4-chloro-3-fluorophenoxy)acetamido]bicyclo[1.1.1]pentan-1-yl}-2H-1-benzopyran-3-carboxamide ClC1=CC2=C(C=C(CO2)C(=O)NC23CC(C2)(C3)NC(COC3=CC(=C(C=C3)Cl)F)=O)C=C1